C1(=CC=CC=C1)OC(=O)N(N(OC)C(=O)OC1=CC=CC=C1)OC N,N'-diphenyloxycarbonyl-N,N'-dimethoxyhydrazine